(R)-(2-(4-(methylaminomethionyl)quinolin-8-yl)propyl)carbamic acid tert-butyl ester C(C)(C)(C)OC(NC[C@H](C)C=1C=CC=C2C(=CC=NC12)C([C@@H](NNC)CCSC)=O)=O